hydroxyethyl-trimethylammonium trifluoromethanesulfonate FC(S(=O)(=O)[O-])(F)F.OCC[N+](C)(C)C